5-chloro-2-(difluoromethyl)-N-((1r,4r)-4-((3-(4-methoxyphenyl)-2-oxo-2,3-dihydro-1H-imidazo[4,5-b]pyridin-1-yl)methyl)cyclohexyl)nicotinamide ClC=1C=NC(=C(C(=O)NC2CCC(CC2)CN2C(N(C3=NC=CC=C32)C3=CC=C(C=C3)OC)=O)C1)C(F)F